BrC=1C=C(C2=C(N(N=N2)C(C)C2=C(C=C(C=C2)Cl)Cl)C1)CO (6-bromo-1-(1-(2,4-dichlorophenyl)ethyl)-1H-benzo[d][1,2,3]triazol-4-yl)methanol